4-(aminomethyl)-1-methylpyrrolidin-2-one NCC1CC(N(C1)C)=O